C(C)(C)(C)OC(=O)NCCCCC(C(=O)OCC)C(=O)OCC Diethyl 2-(4-((tert-butoxycarbonyl)amino)butyl)malonate